C(CCCCCC)[Si](OCC)(CCCCCCC)CCCCCCC tri-heptyl-(2-ethoxy)silane